(R)-1-(3-Chloro-4-(4-(2-((1-(methylsulfonyl)piperidin-4-yl)amino)-5-(trifluoromethyl)pyrimidin-4-yl)-1H-imidazol-1-yl)benzyl)pyrrolidin-3-ol ClC=1C=C(CN2C[C@@H](CC2)O)C=CC1N1C=NC(=C1)C1=NC(=NC=C1C(F)(F)F)NC1CCN(CC1)S(=O)(=O)C